FC1(CN(C[C@@H]1OC1=CC=NC=C1)C1=CC(=NC(=N1)C)C=1C(=NC(=NC1)OC)OC)F (S)-6-(3,3-difluoro-4-(pyridin-4-yloxy)pyrrolidin-1-yl)-2',4'-dimethoxy-2-methyl-4,5'-bipyrimidin